C1=C2C(=CN=N1)C(NC=C2)=O pyrido[3,4-d]pyridazin-5(6H)-one